NCC=1C=C(OC2C3CN(CC3C2)C(=O)OC(C)(C)C)C=CC1C tert-butyl 6-(3-(aminomethyl)-4-methylphenoxy)-3-azabicyclo[3.2.0]heptane-3-carboxylate